1H-indazole-7-carboxylic acid methyl ester COC(=O)C=1C=CC=C2C=NNC12